BrC1=NC=CC=C1O[C@@H](CCOC)CC |r| rac-2-bromo-3-[(1-methoxypentan-3-yl)oxy]pyridine